BrC1=CC=C(C=2N=CC=NC12)C(=O)O 8-bromoquinoxaline-5-carboxylic acid